5-(1-((5-(5-(Difluoromethyl)-1,3,4-oxadiazol-2-yl)thiophen-2-yl)methyl)-1H-1,2,3-triazol-4-yl)-1-isopropyl-1H-benzo[d]imidazol-2-amine FC(C1=NN=C(O1)C1=CC=C(S1)CN1N=NC(=C1)C1=CC2=C(N(C(=N2)N)C(C)C)C=C1)F